tert-Butyl 8-(cyclopentyl amino)-6-(2-(dimethyl amino) ethoxy)-3,4-dihydroisoquinoline-2(1H)-carboxylate C1(CCCC1)NC=1C=C(C=C2CCN(CC12)C(=O)OC(C)(C)C)OCCN(C)C